12-bromo-4,6,8,10-tetramethyltridecyl nonyloxymethyl ether C(CCCCCCCC)OCOCCCC(CC(CC(CC(CC(C)Br)C)C)C)C